(5-(4-(benzylsulfanyl)-2,3-dichlorophenyl)-2-(5-(2-hydroxypropan-2-yl)-1,3,4-oxadiazol-2-yl)Thiazol-4-yl)(4,4-difluoropiperidin-1-yl)methanone C(C1=CC=CC=C1)SC1=C(C(=C(C=C1)C1=C(N=C(S1)C=1OC(=NN1)C(C)(C)O)C(=O)N1CCC(CC1)(F)F)Cl)Cl